tert-butyl (methyl-d)(piperidin-4-yl)carbamate C([2H])N(C(OC(C)(C)C)=O)C1CCNCC1